C(#N)C1(CCN(CC1)C1=CC=CC=N1)C 6-(4-cyano-4-methyl-1-piperidyl)pyridine